CN(C1=CC=C(CN2C(C3=C(C=4C=CC=NC24)CCN(C3)CC3=CC(=CC=C3)C#N)=O)C=C1)C 6-(4-dimethylaminobenzyl)-3-(3-cyanobenzyl)-2,3,4,6-tetrahydropyrido[3,4-c][1,8]naphthyridine-5(1H)-one